C(=O)O.C(=O)O.C1(=CC=CC=C1)OC1=CC=CC=C1 diphenyl ether diformate